5,7-difluoro-3-(methyl-prolyl)-1H-indole FC=1C=C2C(=CNC2=C(C1)F)C([C@H]1N(CCC1)C)=O